P(=O)([O-])([O-])[O-].[Fe+3] Ferric Phosphate